2-[6-cyclopropyl-5-methyl-2,4-dioxo-1-(2-phenylethyl)-1H,2H,3H,4H-thieno[2,3-d]pyrimidin-3-yl]-2-methylpropionic acid C1(CC1)C1=C(C2=C(N(C(N(C2=O)C(C(=O)O)(C)C)=O)CCC2=CC=CC=C2)S1)C